COC1=CC=C(C=C1)COC(C#CC1=NC=CC=C1O)C [3-[(4-methoxyphenyl)methoxy]but-1-ynyl]pyridin-3-ol